C1(CCCCC1)C1=CC=C(C=C1)NC(C1=C(C=CC(=C1)[N+](=O)[O-])SC1=NN=NN1C)=O N-(4-cyclohexyl-phenyl)-2-(1-methyl-1H-tetrazol-5-ylsulfanyl)-5-nitrobenzamide